tert-butyl (5-amino-6-chloro-2,3-dihydro-1H-inden-2-yl)carbamate NC=1C=C2CC(CC2=CC1Cl)NC(OC(C)(C)C)=O